2-(4-chlorophenoxy)-N-phenyl-N-(thiophen-2-ylmethyl)acetamide ClC1=CC=C(OCC(=O)N(CC=2SC=CC2)C2=CC=CC=C2)C=C1